FC(C=1C(=C(C(=O)O)C(=C(C1)C(F)(F)F)Br)Br)(F)F 3,5-bis(trifluoromethyl)-dibromo-benzoic acid